NC1=NC(=CC(=N1)N1CCC2(C[C@H](NC2)C(=O)OCC)CC1)O[C@@H](C(F)(F)F)C1=C(C=C(C=C1)C=1C=C2C=C(C=NC2=CC1)F)CC (S)-ethyl 8-(2-amino-6-((R)-1-(2-ethyl-4-(3-fluoroquinolin-6-yl)phenyl)-2,2,2-trifluoroethoxy)pyrimidin-4-yl)-2,8-diazaspiro[4.5]decane-3-carboxylate